(R)-7-(4-amino-5-chloropyrimidin-2-yl)-3-(5-(difluoromethoxy)-4-((6-oxo-5-(trifluoromethyl)-1,6-dihydropyridazin-4-yl)amino)pentyl)-6-fluoroquinazolin-4(3H)-one NC1=NC(=NC=C1Cl)C1=C(C=C2C(N(C=NC2=C1)CCC[C@H](COC(F)F)NC=1C=NNC(C1C(F)(F)F)=O)=O)F